OCCN1CCN(CC1)CCCC(=O)OCC(COCCCCCCCCC)(COCCCCCCCCC)COCCCCCCCCC 3-(Nonyloxy)-2,2-bis((nonyloxy)methyl)propyl 4-(4-(2-hydroxyethyl)piperazin-1-yl)butanoate